ethyl (S,E)-4-((tert-butoxycarbonyl)amino)-5-((S)-2-oxopyrrolidin-3-yl)pent-2-enoate C(C)(C)(C)OC(=O)N[C@H](/C=C/C(=O)OCC)C[C@H]1C(NCC1)=O